C1(=CC=C(C=C1)N1CC(CC2=CC=CC=C12)NC(C=C)=O)C1=CC=CC=C1 N-(1-([1,1'-biphenyl]-4-yl)-1,2,3,4-tetrahydroquinolin-3-yl)acrylamide